2,3,3a,8b-tetrahydro-2-hydroxyl-1-(3-hydroxyl-4-methyl-1-octen-6-ynyl)-1H-cyclopenta[b]benzofuran-5-butanoic acid, sodium salt [Na+].OC1C(C2C(OC3=C2C=CC=C3CCCC(=O)[O-])C1)C=CC(C(CC#CC)C)O